C(C(=C)C)(=O)C[N+](C)(C)CC methacryloylethyltrimethyl-aminium